C(C)(C)(C)C=1C=C(C(=CC1)C1=CC=CC=C1)N 4-tert-butyl-[1,1'-biphenyl]-2-amine